C(C)(C)(C)C1=CN=C(S1)C(=O)NCC1=C(C=C(C=C1)C=1C2=C(N=CN1)NC(=C2)C2=CC=C(C=C2)C(=O)N2CCOCC2)C 5-tert-butyl-N-[[2-methyl-4-[6-[4-(morpholine-4-carbonyl)phenyl]-7H-pyrrolo[2,3-d]pyrimidin-4-yl]phenyl]methyl]-1,3-thiazole-2-carboxamide